C1(=CC=CC=C1)CCCCCCCC[NH-] phenyloctylamide